NC1=CC(=NC=N1)OC1=CC(=C(C=C1)N1C(N(CC1=O)C1=CC(=C(C=C1)F)OC(F)(F)F)=O)CC 3-{4-[(6-amino-4-pyrimidinyl)oxy]-2-ethylphenyl}-1-[4-fluoro-3-(trifluoromethoxy)phenyl]-2,4-imidazolidinedione